7,7-dimethyl-5-(4,4,5,5-tetramethyl-1,3,2-Dioxaborolan-2-yl)-7H-cyclopenta[b]pyridine CC1(C=C(C=2C1=NC=CC2)B2OC(C(O2)(C)C)(C)C)C